NC1=C2C(=NC=N1)N(N=C2C2=CC=C1C=C(NC1=C2)C(=O)O)C(C)(C)C 6-(4-amino-1-tert-butyl-pyrazolo[3,4-d]pyrimidin-3-yl)-1H-indole-2-carboxylic acid